2,5-dimethyl-2,5-di-(tertbutylperoxy)hexane CC(C)(CCC(C)(OOC(C)(C)C)C)OOC(C)(C)C